FC(CN1C(=NC=2C1=NC(=CC2)C2=CNC=1N=C(N=CC12)N[C@@H]1CC[C@@H](CC1)OCC)C)F 5-(3-(2,2-difluoroethyl)-2-methyl-3H-imidazo[4,5-b]pyridin-5-yl)-N-(cis-4-ethoxycyclohexyl)-7H-pyrrolo[2,3-d]pyrimidin-2-amine